(R)-N-((S)-1-(5-((R)-Amino(cyclopropyl)methyl)-1-((2-(trimethylsilyl)ethoxy)methyl)-1H-benzo[d]imidazol-2-yl)-4,4,4-trifluoro-3,3-dimethylbutyl)-2-methylpropane-2-sulfinamide N[C@@H](C1=CC2=C(N(C(=N2)[C@H](CC(C(F)(F)F)(C)C)N[S@](=O)C(C)(C)C)COCC[Si](C)(C)C)C=C1)C1CC1